(7S)-7-(4-(methoxycarbonyl)phenyl)-1-oxa-8-azaspiro[4.5]decane COC(=O)C1=CC=C(C=C1)[C@@H]1CC2(CCCO2)CCN1